OC(=O)C(F)(F)F.O=C1NC(CCC1N1C(C2=CC=C(C=C2C1=O)N1CC2(C1)CN(C2)CC2CCNCC2)=O)=O 2-(2,6-dioxopiperidin-3-yl)-5-[6-(piperidin-4-ylmethyl)-2,6-diazaspiro[3.3]heptan-2-yl]isoindole-1,3-dione TFA salt